ClC1=C(C=C(C=C1)C)C1=CC(=CC(=C1)F)C(=O)OC methyl 2'-chloro-5-fluoro-5'-methyl-[1,1'-biphenyl]-3-carboxylate